C(C)(C)(C)C1[C@@H]2N(C=3C(=NN=C(C3C(C)(C)C)C3=C(C=CC=C3)O)N1)C[C@@H](NC2)C di-tert-butyl-(6aR,9S)-2-(2-hydroxyphenyl)-9-methyl-6a,7,9,10-tetrahydro-5H-pyrazino[1',2':4,5]pyrazino[2,3-c]pyridazine